(4,5-dimethyl-6-oxo-1-propyl-1,6-dihydropyridin-3-yl)-2,6-dimethoxybenzaldehyde CC=1C(=CN(C(C1C)=O)CCC)C=1C(=C(C=O)C(=CC1)OC)OC